6-(6-(4-chlorobenzyl)-9-(4-nitrophenyl)-7,10-dioxo-2,6,9-triazaspiro[4.5]decan-2-yl)nicotinonitrile ClC1=CC=C(CN2C3(CCN(C3)C3=NC=C(C#N)C=C3)C(N(CC2=O)C2=CC=C(C=C2)[N+](=O)[O-])=O)C=C1